C(#C)[C@@]12CN(C[C@H]2C1)C(=O)OC(C)(C)C tert-butyl (1R,5S)-1-ethynyl-3-azabicyclo[3.1.0]hexane-3-carboxylate